NCCCCCC\N=C(\CCCCCC(=O)O)/O (6Z)-6-(6-aminohexylimino)-6-hydroxy-hexanecarboxylic acid